FC=1C=C2C(=C(C=NC2=CC1OC)C#N)C1=CC=C(C=C1)CS(=O)(=N)C 6-fluoro-7-methoxy-4-(4-((S-methylsulfonimidoyl)methyl)phenyl)quinoline-3-carbonitrile